Distearyl 4,5-epoxycyclohexane-1,2-dicarboxylate C1(C(CC2C(C1)O2)C(=O)OCCCCCCCCCCCCCCCCCC)C(=O)OCCCCCCCCCCCCCCCCCC